COC1=NC=CC(=N1)NC1=NNC=C1 methoxy-N-(1H-pyrazol-3-yl)pyrimidin-4-amine